1-[2-[[4-[4-(3-bromo-4-fluoro-phenyl)-5-oxo-1,2,4-oxadiazol-3-yl]-1,2,5-oxadiazol-3-yl]sulfanyl]ethyl]-3-cyano-2-methylisothiourea BrC=1C=C(C=CC1F)N1C(=NOC1=O)C=1C(=NON1)SCCNC(SC)=NC#N